5-(4-(trifluoromethyl)-phenoxy)-2-(2-(trifluoro-methyl)pyridin-4-yl)-1,2,3,4-tetrahydroisoquinoline FC(C1=CC=C(OC2=C3CCN(CC3=CC=C2)C2=CC(=NC=C2)C(F)(F)F)C=C1)(F)F